4,5-dimethyl-6-(3-(6-methyl-6,7-dihydropyrazolo[1,5-a]pyrimidin-4(5H)-yl)-7,8-dihydro-1,6-naphthyridin-6(5H)-yl)pyridazine-3-carbonitrile CC1=C(N=NC(=C1C)N1CC=2C=C(C=NC2CC1)N1C=2N(CC(C1)C)N=CC2)C#N